2,6-Dimethoxyhydroquinone COC1=C(O)C(=CC(=C1)O)OC